FC1=C(CN2C(N(N=C2)C2=CC=C(C=C2)OC2=CC(=NC=C2)C#CC(C)(C)O)=O)C(=CC=C1)F 4-(2,6-difluorobenzyl)-2-(4-((2-(3-hydroxy-3-methylbut-1-yn-1-yl)pyridin-4-yl)oxy)phenyl)-2,4-dihydro-3H-1,2,4-triazol-3-one